BrC=1C=C2CN(CC2=CC1)C(=O)OC(C)(C)C tert-butyl 5-bromo-1,3-dihydroisoindole-2-carboxylate